Cl.OC1(C[C@H](NCC1)C(=O)OCC1=CC=CC=C1)C(F)(F)F Benzyl (2S)-4-hydroxy-4-(trifluoromethyl)piperidine-2-carboxylate hydrochloride